PROP-2-EN-1-ONE C(C=C)=O